3-hydroxypropyl-cyclobutane-1,1-dicarboxylic acid di-tert-butyl ester C(C)(C)(C)OC(=O)C1(C(CC1)CCCO)C(=O)OC(C)(C)C